ClC1=CC=C(O1)C(=O)NC1CC2(C1)CC(C2)C=2OC1=C(N2)C=C(C=C1)Cl 5-chloro-N-[6-(5-chloro-1,3-benzoxazol-2-yl)spiro[3.3]heptan-2-yl]furan-2-carboxamide